2-(4-(1,4-diazacycloheptan-1-yl)phenyl)-N,N-dimethylacetamide N1(CCNCCC1)C1=CC=C(C=C1)CC(=O)N(C)C